(R)-2-methoxy-3-(octadecyloxy)propyl hydrogen phosphate P(=O)(OC[C@@H](COCCCCCCCCCCCCCCCCCC)OC)(O)[O-]